2-[3-[2-(2-ethoxypyridin-3-yl)-8-oxo-7-[(3S)-pyrrolidin-3-yl]spiro[6H-1,7-naphthyridine-5,4'-piperidine]-1'-yl]-2-(trifluoromethyl)phenoxy]acetonitrile formate salt C(=O)O.C(C)OC1=NC=CC=C1C1=NC=2C(N(CC3(CCN(CC3)C=3C(=C(OCC#N)C=CC3)C(F)(F)F)C2C=C1)[C@@H]1CNCC1)=O